trimethylheptylammonium bis(trifluoromethanesulfonyl)imide salt [N-](S(=O)(=O)C(F)(F)F)S(=O)(=O)C(F)(F)F.C[N+](CCCCCCC)(C)C